FC(OC1CCC(CC1)=O)F 4-(difluoromethoxy)cyclohexan-1-one